CC(COC(C)=O)CCC(CC)C 2,5-Dimethylheptylacetat